benzyl (2S)-5-[bis[2-(tert-butoxycarbonylamino) ethyl] amino]-2-(tert-butoxycarbonylamino)-5-oxo-pentanoate C(C)(C)(C)OC(=O)NCCN(C(CC[C@@H](C(=O)OCC1=CC=CC=C1)NC(=O)OC(C)(C)C)=O)CCNC(=O)OC(C)(C)C